diethyl 1,4-benzenediacrylate C1(=CC=C(C=C1)C=CC(=O)OCC)C=CC(=O)OCC